CCCCC/C=C\C/C=C\CCCCCCCC(=O)O.CCCCC/C=C\C/C=C\CCCCCCCC(=O)O DILINOLEIC ACID